6-[(3-fluorophenyl)methyl]-9-[4-(trifluoromethyl)phenyl]-9H-carbazole-3-carboxylic acid FC=1C=C(C=CC1)CC=1C=C2C=3C=C(C=CC3N(C2=CC1)C1=CC=C(C=C1)C(F)(F)F)C(=O)O